phenyl-4,5-dihydro-isoxazole-3-carboxylic acid ethyl ester C(C)OC(=O)C1=NOCC1C1=CC=CC=C1